N[C@H]1CC[C@H](CC1)OC=1C=CC2=C(\C(\C3(CCCC3)C=3C(=NC=NC23)N)=N/OCCOC)C1 (6Z)-8-(cis-4-aminocyclohexoxy)-6-(2-methoxyethoxyimino)spiro[benzo[h]quinazoline-5,1'-cyclopentane]-4-amine